C(C)(=O)N1[C@H](CN(CC1)C(C=C)=O)C1=CC(=NC(=C1)Cl)C1=CC(=NC=C1)C(=O)NC (S)-4-(1-acetyl-4-acryloylpiperazin-2-yl)-6-chloro-N-methyl-[2,4'-bipyridine]-2'-carboxamide